[Cl-].[Cl-].CC1(C=CC=C1)[Hf+2]C=1C(C2=CC=C(C=C2C1)C)C (methylcyclopentadienyl)(1,5-dimethylindenyl)hafnium dichloride